[(3S,5R)-5-(methoxymethyl)-1-(prop-2-enoyl)pyrrolidin-3-yl]-5-(methylamino)pyrazole-4-carboxamide COC[C@H]1C[C@@H](CN1C(C=C)=O)C1=NNC(=C1C(=O)N)NC